N-(2-chloro-4-(2,2-difluorocyclopropyl)phenyl)-2-iodoacetamide ClC1=C(C=CC(=C1)C1C(C1)(F)F)NC(CI)=O